COC1=CC2=C(OCCN2C2=CC=C(C(=O)O)C=C2)C=C1C(=O)N1CCCCC1 4-(6-Methoxy-7-(piperidine-1-carbonyl)-2,3-dihydro-4H-benzo[b][1,4]oxazin-4-yl)benzoic Acid